bis-pinacol diboronate B(O)OBO.OC(C)(C)C(C)(C)O.OC(C)(C)C(C)(C)O